C(#N)C=1C=C(C=CC1)C(C(=O)O)CN1CCN(CC1)C 2-(3-cyanophenyl)-3-(4-methylpiperazin-1-yl)propanoic acid